cerium (III) triacetate C(C)(=O)[O-].C(C)(=O)[O-].C(C)(=O)[O-].[Ce+3]